NC1=NC=CC=C1C=1N(C2=NC=NC(=C2N1)O)C1=CC=C(CN2CCC(CC2)NC2=NC(=NC=C2)C#N)C=C1 4-((1-(4-(8-(2-Aminopyridin-3-yl)-6-hydroxy-9H-purin-9-yl)benzyl)piperidin-4-yl)amino)pyrimidine-2-carbonitrile